FC1=CC=C(OC2=CC=C(C=C2)C=2OC3=CC=C(C=C3C(C2)=O)O)C=C1 2-(4-(4-fluorophenoxy)phenyl)-6-hydroxy-4H-chromen-4-one